OCC1C([C@]2(CN2)CC1)C(=O)OC(C)(C)C (S)-tert-butyl 5-(hydroxymethyl)-azaspiro[2.4]heptane-4-carboxylate